NC1=C(C(=O)NC2CCC(CC2)O)C=C(C=N1)C1=CC=C(C=C1)C12CN(CC2C1)C(CF)CF 2-amino-5-(4-(3-(1,3-difluoropropan-2-yl)-3-azabicyclo[3.1.0]hex-1-yl)phenyl)-N-(4-hydroxycyclohexyl)nicotinamide